C(#N)CCNCC1=CC=C(C=C1)N1CCC(CC1)(O)CC(=O)OC methyl 2-[1-[4-[(2-cyanoethylamino)methyl]phenyl]-4-hydroxy-4-piperidyl]acetate